C[C@@H]1CCN2C(O1)=C(C(=N2)C=2C=NNC2)C(=O)O (5R)-5-methyl-2-(1H-pyrazol-4-yl)-6,7-dihydro-5H-pyrazolo[5,1-b][1,3]oxazine-3-carboxylic acid